C(C)[C@H]1CO[C@]23N(C1)C(C[C@@H]3CN(CC2)CC2=CC=C(C=C2)C(F)(F)F)=O (1R,4R,9R)-4-ethyl-11-[[4-(trifluoromethyl)phenyl]methyl]-2-oxa-6,11-diazatricyclo[7.4.0.01,6]tridecan-7-one